C(C)(=O)C=1C(=CC2=C(OCCN2C(=O)OC(C)(C)C)N1)CC1=CC=C(C=C1)F tert-butyl 6-acetyl-7-(4-fluorobenzyl)-2,3-dihydro-1H-pyrido[2,3-b][1,4]oxazine-1-carboxylate